[Na+].P1(=O)(OCCOC(CO1)CCCCCCCC)[O-] octyloxydiethylene phosphate sodium salt